N1([C@@H]2[C@H](CC1)CNC2)C2=CC=CC(=N2)NC=2C1=C(C(=NC2)C2=C3C(=NC=C2)N(C=C3)C)CNC1=O 7-((6-((3aR,6aR)-hexahydropyrrolo[3,4-b]pyrrol-1(2H)-yl)pyridin-2-yl)amino)-4-(1-methyl-1H-pyrrolo[2,3-b]pyridin-4-yl)-2,3-dihydro-1H-pyrrolo[3,4-c]pyridin-1-one